1,2-dimethylpyridine chloride [Cl-].CN1C(C=CC=C1)C